N-(5-(3,4,5-trimethoxyphenyl)-[1,2,4]triazolo[1,5-c]pyrimidin-2-yl)-9H-carbazole-2-amine COC=1C=C(C=C(C1OC)OC)C1=NC=CC=2N1N=C(N2)NC2=CC=1NC3=CC=CC=C3C1C=C2